N1C=NC(=C1)C=1C=C2C(N3C(=NC2=CC1)C(C1=CC(=CC=C13)C#N)=O)=O 2-(1H-imidazol-4-yl)-6,12-dioxo-6,12-dihydroindolo[2,1-b]quinazoline-8-carbonitrile